4-((4-(6-(2-((2,6-dioxopiperidin-3-yl)(methyl)amino)-2-oxoethyl)pyridin-3-yl)piperazin-1-yl)methyl)piperidin O=C1NC(CCC1N(C(CC1=CC=C(C=N1)N1CCN(CC1)CC1CCNCC1)=O)C)=O